3-((5-(3-(difluoromethyl)imidazo[1,2-a]pyrimidin-6-yl)-6-fluoro-4-methoxypyrrolo[2,1-f][1,2,4]triazin-2-yl)amino)-2,2-dimethylpropanenitrile FC(C1=CN=C2N1C=C(C=N2)C=2C(=CN1N=C(N=C(C12)OC)NCC(C#N)(C)C)F)F